CCN1CCCN(C1=O)CC N,N'-diethylpropyleneurea